2-(5-(8-methoxy-[1,2,4]triazolo[1,5-a]pyridin-6-yl)-4-(2,2,2-trifluoroethyl)-1H-pyrazol-3-yl)-N-methyl-4,5,6,7-tetrahydrobenzo[d]thiazol-6-amine COC=1C=2N(C=C(C1)C1=C(C(=NN1)C=1SC3=C(N1)CCC(C3)NC)CC(F)(F)F)N=CN2